glycyl aminobenzoate NC1=C(C(=O)OC(CN)=O)C=CC=C1